(R)-2-(ethylamino)-2-(3-methoxyphenyl)cyclohexan-1-one C(C)N[C@@]1(C(CCCC1)=O)C1=CC(=CC=C1)OC